C(C)(C)(C)OC(=O)N[C@H](C(=O)NC1=CC=C(C=C1)C=1C(=[N+](C=CC1C)[O-])C)C1CCC(CC1)C 3-(4-((S)-2-((tert-butoxycarbonyl)amino)-2-((1r,4S)-4-methylcyclohexyl)acetamido)-phenyl)-2,4-dimethylpyridine 1-oxide